FC(C1=NN(C(=C1)O)C1=CC=C(C#N)C=C1)F 4-[3-(difluoromethyl)-5-hydroxy-pyrazol-1-yl]benzonitrile